N[C@@H](C(=O)O)CO (2R)-2-amino-3-hydroxypropanoic acid